2,5-bis(p-aminophenyl)-1,3,4-oxadiazole NC1=CC=C(C=C1)C=1OC(=NN1)C1=CC=C(C=C1)N